2-[2,4-bis(trifluoromethyl)phenyl]-N-(4-fluorophenyl)-N-({5-[5-(tetrahydro-1H-pyrrol-3-yl)pyrazin-2-yl]-1,3,4-oxadiazol-2-yl}methyl)acetamide FC(C1=C(C=CC(=C1)C(F)(F)F)CC(=O)N(CC=1OC(=NN1)C1=NC=C(N=C1)C1CNCC1)C1=CC=C(C=C1)F)(F)F